allyl 5-((morpholino(((S)-1-oxo-1-propoxypropan-2-yl)amino)phosphoryl)methyl)benzo[b]thiophene-2-carboxylate O1CCN(CC1)P(=O)(N[C@H](C(OCCC)=O)C)CC1=CC2=C(SC(=C2)C(=O)OCC=C)C=C1